C(C)(C)N1N=C(C(=C1C)O)C1=CC(=CC(=C1)C)C 1-isopropyl-3-(3,5-dimethylphenyl)-5-methyl-pyrazol-4-ol